NC=1C=C(C(=O)O)C=C(C1)C(F)(F)F 3-amino-5-(trifluoromethyl)benzoic acid